3,7-diaminodibenzo[b,d]thiophene 5,5-dioxide NC=1C=CC2=C(S(C3=C2C=CC(=C3)N)(=O)=O)C1